BrC1=CC=2N=C(N=C(C2S1)N1C(C2C(C2C1)CC(=O)O)=O)N1[C@H](CC1)C 2-[3-{6-Bromo-2-[(2S)-2-methyl-azetidin-1-yl]-thieno[3,2-d]pyrimidin-4-yl}-2-Oxo-3-azabicyclo[3.1.0]hexane-6-yl]acetic acid